COC(=O)C1=CC=2C(N=C1OC(C)C)=NNC2 6-isopropoxy-2H-pyrazolo[3,4-b]Pyridine-5-carboxylic acid methyl ester